2-allyl-2-ethylpropane C(C=C)C(C)(C)CC